Cl.O[C@@H]1CN(CC1)C(=O)N1CCNCC1 (S)-(3-hydroxypyrrolidin-1-yl)(piperazin-1-yl)methanone hydrochloride